C(C1=CC=CC=C1)(C1=CC=CC=C1)N1CC(C1)N1CC2=CC=C(C=C2CC1)NCCC 2-(1-benzhydrylazetidin-3-yl)-N-propyl-1,2,3,4-tetrahydroisoquinolin-6-amine